3-ethyl-4-(3-ethyl-5-(piperidin-4-yl)-1H-indol-2-yl)-1H-pyrrolo[2,3-b]pyridine C(C)C1=CNC2=NC=CC(=C21)C=2NC1=CC=C(C=C1C2CC)C2CCNCC2